C(#N)C1=CC=C(C=C1)NC(=O)NC(CC(=O)O)C1=CC=C(C=C1)[N+](=O)[O-] 3-{[(4-cyanophenyl)carbamoyl]amino}-3-(4-nitrophenyl)propionic acid